(R)-(3-Amino-1-(2-((6-amino-9H-purin-9-yl)methyl)-5-chloro-3-ethylphenyl)pyrrolidin-3-yl)(1,1-dioxidothiomorpholino)methanon N[C@]1(CN(CC1)C1=C(C(=CC(=C1)Cl)CC)CN1C2=NC=NC(=C2N=C1)N)C(=O)N1CCS(CC1)(=O)=O